ClC1=CC=2C3=C(C(=NC2C(=C1C=1C=CC(=C2C=CC=NC12)F)F)N1CC(C1)N(C)C)C=NN3[C@@H]3C[C@H](N(CC3)C(=O)OC(C)(C)C)CCO tert-butyl (2S,4S)-4-(8-chloro-4-(3-(dimethylamino)azetidin-1-yl)-6-fluoro-7-(5-fluoroquinolin-8-yl)-1H-pyrazolo[4,3-c]quinolin-1-yl)-2-(2-hydroxyethyl)piperidine-1-carboxylate